O[C@@H](CCN1CCN(CCC1)C(=O)OC(C)(C)C)C=C tert-butyl 4-[(3S)-3-hydroxypent-4-en-1-yl]-1,4-diazepane-1-carboxylate